C(C)OC1CCC(CC1)NC(C1=CC=CC=C1)(C1=CC=CC=C1)C1=CC=CC=C1 (1r,4r)-4-ethoxy-N-tritylcyclohexylamine